amino-1-(benzo[d]oxazol-4-yl)-7-cyclopropylpyrido[2,3-d]pyrimidin-2(1H)-one NC=1C2=C(N(C(N1)=O)C1=CC=CC3=C1N=CO3)N=C(C=C2)C2CC2